O[C@@H](C(=O)NC=1SC(=C(N1)C)C(=O)OC(C)(C)C)CNC1=NC=CC2=CC=C(C=C12)C tert-Butyl (R)-2-(2-hydroxy-3-((7-methylisoquinolin-1-yl)amino)propanamido)-4-methylthiazole-5-carboxylate